4-(4-chloro-7-phenyl-6,7-dihydro-5H-pyrrolo[2,3-d]pyrimidin-2-yl)morpholine ClC=1C2=C(N=C(N1)N1CCOCC1)N(CC2)C2=CC=CC=C2